6-chloro-3-iodo-1-tosyl-1H-pyrrolo[3,2-C]pyridine ClC1=CC2=C(C=N1)C(=CN2S(=O)(=O)C2=CC=C(C)C=C2)I